4,7,11-Trioxa-tetradecan-1,14-diamin C(CCOCCOCCCOCCCN)N